N1C(CCCC1)C1(CCCCC1)O trans-2-piperidyl-cyclohexanol